azepine-7-carboxylate N1C=CC=CC=C1C(=O)[O-]